FC(C1=NN=C(O1)C1=CC=2N(C=C1)C=C(N2)CN(C(=O)C2CCN2C(=O)OC(C)(C)C)C2=CC(=CC=C2)F)F Tert-butyl 4-(((7-(5-(difluoromethyl)-1,3,4-oxadiazol-2-yl)imidazo[1,2-a]pyridin-2-yl)methyl) (3-fluorophenyl)carbamoyl)azetidine-1-carboxylate